Ethyl 2-(1-(2-cyanophenyl)-1-(1-methyl-1H-pyrazol-4-yl)propan-2-yl)-1-ethyl-5-methoxy-6-oxo-1,6-dihydropyrimidine-4-carboxylate C(#N)C1=C(C=CC=C1)C(C(C)C=1N(C(C(=C(N1)C(=O)OCC)OC)=O)CC)C=1C=NN(C1)C